ClC1=C(C=O)C=CC=C1CO 2-chloro-3-(hydroxymethyl)benzaldehyde